Bis[2-(methacryloyloxy)ethyl]phosphate C(C(=C)C)(=O)OCCOP(=O)(OCCOC(C(=C)C)=O)[O-]